(S)-2-(8-chloro-2-(tert-butoxycarbonyl)-2,3-dihydro-1H-pyrrolo[3,2,1-ij]quinazolin-7-carboxamido)-3-(3-(methylsulfonyl)phenyl)propanoic acid benzyl ester C(C1=CC=CC=C1)OC([C@H](CC1=CC(=CC=C1)S(=O)(=O)C)NC(=O)C=1C(=CC=2CN(CN3C2C1C=C3)C(=O)OC(C)(C)C)Cl)=O